rac-(1S,2S)-2-(4-methylpyrimidin-2-yl)cyclopropane-1-carboxylic acid ethyl ester C(C)OC(=O)[C@@H]1[C@H](C1)C1=NC=CC(=N1)C |r|